[C].C1(O)=C(C(O)=CC=C1)C=O resorcinolformaldehyde carbon